2-(2-(3-hydroxyprop-1-yn-1-yl)phenoxy)-1-(thien-2-yl)ethan-1-one OCC#CC1=C(OCC(=O)C=2SC=CC2)C=CC=C1